C(C1=CC=CC=C1)(=O)O.C(CCC)[Na] butyl-(sodium) benzoate